ClC=1C=CC=C2C=C(NC12)C(=O)N[C@H](C(=O)N[C@@H](C[C@H]1C(NCCC1)=O)C(CCl)=O)CC1CC1 7-chloro-N-[(2S)-1-({(2S)-4-chloro-3-oxo-1-[(3S)-2-oxopiperidin-3-yl]butan-2-yl}amino)-3-cyclopropyl-1-oxopropan-2-yl]-1H-indole-2-carboxamide